tert-butyl (2-(3-(5-(3-cyano-6-ethoxypyrazolo[1,5-a]pyridin-4-yl)pyridin-2-yl)-3,6-diazabicyclo[3.1.1]heptan-6-yl)-1-(4-fluorophenyl)-2-oxoethyl)carbamate C(#N)C=1C=NN2C1C(=CC(=C2)OCC)C=2C=CC(=NC2)N2CC1N(C(C2)C1)C(C(C1=CC=C(C=C1)F)NC(OC(C)(C)C)=O)=O